F[C@H]1C[C@H](N2N=C(N=C21)C(=O)C2C(C2)C#N)C2=CC=CC=C2 |r| 2-(Rac-(5s,7s)-7-fluoro-5-phenyl-6,7-dihydro-5H-pyrrolo[1,2-b][1,2,4]triazole-2-carbonyl)cyclopropanecarbonitrile